C(C)(C)(C)[Si](O[C@@H]([C@H](CN1N=C2C(=CC=CC2=C1)C(=O)O)OC1CC2=CC=CC=C2C1)C1=CC(=C(C(=C1)OC)C)OC)(C)C 2-[(2S,3R)-3-[tert-butyl-(dimethyl)silyl]oxy-3-(3,5-dimethoxy-4-methyl-phenyl)-2-indan-2-yloxy-propyl]indazole-7-carboxylic acid